C(C)N1N=CC(=C1)S(=O)(=O)N1CCN(CC1)C(COC=1C=CC=C2C(=NN(C12)C)C1C(NC(CC1)=O)=O)=O 3-(7-(2-(4-((1-Ethyl-1H-pyrazol-4-yl)sulfonyl)piperazin-1-yl)-2-oxoethoxy)-1-methyl-1H-indazol-3-yl)piperidine-2,6-dione